Tetrapropylammonium C(CC)[N+](CCC)(CCC)CCC